2-(4-(cyclobutylcarbamoyl)-1-methyl-10-oxo-1,4,9-triazaspiro[5.6]dodecan-9-yl)acetic acid C1(CCC1)NC(=O)N1CCN(C2(C1)CCN(C(CC2)=O)CC(=O)O)C